FC1(CC=C(C=C1)S(=O)(=O)NC1=CC=C2CCCN(C2=C1)C(CC1=CC=C(C=C1)F)=O)F 4,4-difluoro-N-(1-(2-(4-fluorophenyl)acetyl)-1,2,3,4-tetrahydroquinolin-7-yl)benzenesulfonamide